(2-(4-bromophenyl)-1-chloroethyl)dimethyl-(phenyl)silane BrC1=CC=C(C=C1)CC(Cl)[Si](C1=CC=CC=C1)(C)C